[Th].[Al].C(C)(C)N(C(C)C)P(OCCC#N)N(C(C)C)C(C)C bis(diisopropyl-amino)(2-cyanoethoxy)phosphine aluminum-thorium